N-[4-(2-isopropylphenyl)-6-phenoxy-pyrimidin-2-yl]-1-methyl-pyrazole-4-sulfonamide C(C)(C)C1=C(C=CC=C1)C1=NC(=NC(=C1)OC1=CC=CC=C1)NS(=O)(=O)C=1C=NN(C1)C